C(=O)C1=C(C(=C(C(=O)O)C=C1)C)OC 4-formyl-3-methoxy-methylbenzoic acid